tert-butyl (2-((4-(3-acetylphenyl)thiazol-2-yl)amino)-2-oxoethyl)carbamate C(C)(=O)C=1C=C(C=CC1)C=1N=C(SC1)NC(CNC(OC(C)(C)C)=O)=O